ONC(=O)C1=CC2=C(OCC(N2CC2=CC=3N(C=C2)N=CC3)=O)C=C1 N-hydroxy-3-oxo-4-(pyrazolo[1,5-a]pyridin-5-ylmethyl)-3,4-dihydro-2H-benzo[b][1,4]oxazine-6-carboxamide